acryloxyphenyltrimethoxysilane C(C=C)(=O)OCO[Si](OC)(OC)C1=CC=CC=C1